BrC1=C(C=NC=C1)CC 4-Bromo-3-ethylpyridine